5-chloro-1-((5-phenylthiophene-2-yl)methyl)-1H-indazole ClC=1C=C2C=NN(C2=CC1)CC=1SC(=CC1)C1=CC=CC=C1